Cl.FC1=CC=C(CC2([C@@H]3CNC[C@H]2CC3)C#N)C=C1 (1R,5S,8r)-8-(4-fluorobenzyl)-3-azabicyclo[3.2.1]octane-8-carbonitrile hydrochloride